(2R)-N-[(1R)-1-(2-acetyl-2,7-diazaspiro[3.5]nonane-7-carbonyl)-5-amino-pentyl]-2-[[(2R)-2-amino-3-phenyl-propionyl]amino]-4-methyl-pentanamide citrate C(CC(O)(C(=O)O)CC(=O)O)(=O)O.C(C)(=O)N1CC2(C1)CCN(CC2)C(=O)[C@@H](CCCCN)NC([C@@H](CC(C)C)NC([C@@H](CC2=CC=CC=C2)N)=O)=O